NC1=C(C=C(C=C1C1=CC=C(C=C1)S(N)(=O)=O)C#CCC1=C(C(=O)O)C=CC(=C1)O)C(N)=O 3-(6-amino-5-carbamoyl-4'-sulfamoyl-[1,1'-biphenyl]-3-yl)prop-2-yn-1-yl-4-hydroxybenzoic acid